FC(CC)(F)C1=C(O[C@H](C(=O)OC)C)C=CC(=C1)C methyl (2S)-2-[2-(1,1-difluoropropyl)-4-methylphenoxy]propanoate